6-(2-amino-6-fluoro-5-(4-(1-(oxetan-3-yl)piperidin-2-yl)phenyl)pyridin-3-yl)-3,4-dihydroisoquinolin-1(2H)-one NC1=NC(=C(C=C1C=1C=C2CCNC(C2=CC1)=O)C1=CC=C(C=C1)C1N(CCCC1)C1COC1)F